2-(2-fluoro-4-chlorophenyl)-4-difluoromethyl-5-methyl-2,4-dihydro-[1,2,4]triazol-3-one FC1=C(C=CC(=C1)Cl)N1N=C(N(C1=O)C(F)F)C